N-(5-fluoropyridin-2-yl)cyclobutan-1-carboxamid FC=1C=CC(=NC1)NC(=O)C1CCC1